(S)-2-((6-(1H-pyrazol-1-yl)pyrimidin-4-yl)amino)-4-((3,3-difluoropropyl)(4-(5,6,7,8-tetrahydro-1,8-naphthyridin-2-yl)butyl)amino)butanoic acid N1(N=CC=C1)C1=CC(=NC=N1)N[C@H](C(=O)O)CCN(CCCCC1=NC=2NCCCC2C=C1)CCC(F)F